FC1=C(C=C(C=C1)NC(C=C)=O)NC1=NC(=NC=C1C1=CC=C(C=C1)C(F)(F)F)NC=1C=NC=CC1 N-(4-fluoro-3-((2-(pyridin-3-ylamino)-5-(4-(trifluoromethyl)phenyl)pyrimidin-4-yl)amino)phenyl)acrylamide